trans-4-(4-heptylcyclohexyl)phenol C(CCCCCC)[C@@H]1CC[C@H](CC1)C1=CC=C(C=C1)O